FC1=C(C(=CC=C1F)OC)B1OC(C)(C)C(C)(C)O1 (2,3-difluoro-6-methoxyphenyl)boronic acid pinacol ester